COC(=O)C=1C(N(C2=CC=CC=C2C1)C1=CC=CC=C1)=O 2-oxo-1-phenyl-1,2-dihydroquinoline-3-carboxylic acid methyl ester